((5S,7R)-7-((benzyloxy)methyl)-1-azabicyclo[3.2.0]heptan-5-yl)methanol C(C1=CC=CC=C1)OC[C@H]1C[C@@]2(CCCN12)CO